ClC1=C(C=CC(=C1Cl)C1=C(N=C(S1)C1=NN=NN1)C(=O)N1[C@H](CCCC1)C)S(=O)(=O)N[C@H](C(F)(F)F)CC 2,3-dichloro-4-(4-((S)-2-methylpiperidine-1-carbonyl)-2-(1H-tetrazol-5-yl)thiazole-5-yl)-N-((S)-1,1,1-trifluorobutan-2-yl)benzenesulfonamide